N1(N=CC=C1)CC=1C=CC(=NC1OCC)C(=O)OC Methyl 5-((1H-pyrazol-1-yl)methyl)-6-ethoxypicolinate